COC(C(CC(C)C)N1N=C(C(=CC1=O)C(F)(F)F)Br)=O 2-(3-bromo-6-oxo-4-(trifluoromethyl)pyridazine-1(6H)-yl)-4-methylpentanoic acid methyl ester